(S)-(3-(isobutylamino)pyrrolidin-1-yl)(4-(pyridin-2-ylmethyl)-3,4-dihydroquinoxalin-1(2H)-yl)methanone fumarate C(\C=C\C(=O)O)(=O)O.C(C(C)C)N[C@@H]1CN(CC1)C(=O)N1CCN(C2=CC=CC=C12)CC1=NC=CC=C1